L-glutamic acid gamma-anilide C1=CC=C(C=C1)NC(=O)CC[C@@H](C(=O)O)N